(±)-3-((3-(1-(Azetidin-3-ylmethyl)piperidin-4-yl)phenyl)amino)piperidine-2,6-dione bistrifluoroacetate FC(C(=O)O)(F)F.FC(C(=O)O)(F)F.N1CC(C1)CN1CCC(CC1)C=1C=C(C=CC1)N[C@H]1C(NC(CC1)=O)=O |r|